CN(C=1C=C(C=CC1)C1=CC=C(C=C1)C1(OCC1)C(F)(F)F)C1=NN=C2N1C1=CC(=CC=C1C=N2)C#N (methyl(4'-(2-(trifluoromethyl)oxetan-2-yl)-[1,1'-biphenyl]-3-yl)amino)-[1,2,4]triazolo[4,3-a]quinazoline-8-carbonitrile